3-((2-aminopyridin-4-yl)methoxy)-5-(2,5-dimethyl-1,2,3,4-tetrahydroisoquinolin-7-yl)pyrazin-2-amine NC1=NC=CC(=C1)COC=1C(=NC=C(N1)C1=CC(=C2CCN(CC2=C1)C)C)N